C(C)C1(N(C(N(C1=O)CC1=CC(=C(OC(C(=O)O)(C)C)C(=C1)C)C)=O)C1=CC=C(C=C1)C(F)(F)F)C 2-(4-((4-Ethyl-4-methyl-2,5-dioxo-3-(4-(trifluoromethyl)phenyl)imidazolin-1-yl)methyl)-2,6-dimethylphenoxy)-2-methylpropionic acid